3-chloro-4-(2-hydroxyethoxy)aniline ClC=1C=C(N)C=CC1OCCO